tert-butyl (1-hydroxy-1,3-dihydrobenzo[c][1,2]oxaborol-5-yl)carbamate OB1OCC2=C1C=CC(=C2)NC(OC(C)(C)C)=O